6-(2,6-dichloro-4-nitrophenoxy)-3,4-dihydroisoquinolin-1(2H)-one ClC1=C(OC=2C=C3CCNC(C3=CC2)=O)C(=CC(=C1)[N+](=O)[O-])Cl